5-ethyl-2-(2-methoxypyridin-4-yl)-6-(piperazin-1-yl)oxazolo[4,5-b]pyridin-7(4H)-one C(C)C1=C(C(C2=C(N1)N=C(O2)C2=CC(=NC=C2)OC)=O)N2CCNCC2